Sodium Imino Disuccinate C(CCC(=O)[O-])(=O)ONOC(CCC(=O)[O-])=O.[Na+].[Na+]